O=C1C=CC=NN1 6-OXO-1,6-DIHYDROPYRIDAZIN